CC1=C(C(=CC(=C1)C)C)[SiH]1OO1 2,4,6-trimethylphenylsiloxane oxide